(2,3-dihydro-1H-inden-2-yl)-N1-Propylbutane-1,4-diamine C1C(CC2=CC=CC=C12)C(CCCN)NCCC